C[C@H]1O[C@@H](CCC1)C (2R,6R)-2,6-dimethyltetrahydro-2H-pyran